ClC1=C(C=C(C=C1)C(=O)N1CCC2(CC1)CCC(CC2)CN2CCNCC2)N2CNCC=C2 1-(2-Chloro-5-(9-(piperazin-1-ylmethyl)-3-azaspiro[5.5]undecan-3-carbonyl)phenyl)dihydropyrimidine